N-{[4-(cyclohexanesulfonyl)phenyl]methyl}-1H-pyrrolo[3,2-c]pyridine C1(CCCCC1)S(=O)(=O)C1=CC=C(C=C1)CN1C=CC=2C=NC=CC21